N(N)C1=NC=CC(=N1)C#N 2-hydrazinopyrimidine-4-carbonitrile